ClC1=C(C=CC=C1)C 2-chloro-1-methylbenzene